OC[C@@H]1CC2(OCCO2)CCN1C(=O)OC(C)(C)C tert-butyl (S)-7-(hydroxymethyl)-1,4-dioxa-8-azaspiro[4.5]decane-8-carboxylate